rel-6-Chloro-5-[[(2R,5S)-4-[(4-fluorophenyl)methyl]-2,5-dimethyl-1-piperazinyl]carbonyl]-N,N,1-trimethyl-α-oxo-1H-Indole-3-acetamide ClC1=C(C=C2C(=CN(C2=C1)C)C(C(=O)N(C)C)=O)C(=O)N1[C@@H](CN([C@H](C1)C)CC1=CC=C(C=C1)F)C |o1:21,24|